N-(3-(5-cyano-2-(3-fluoro-4-(2-methoxyethoxy)phenylamino)pyrimidin-4-ylamino)phenyl)acrylamide C(#N)C=1C(=NC(=NC1)NC1=CC(=C(C=C1)OCCOC)F)NC=1C=C(C=CC1)NC(C=C)=O